2-(((2-ethyl-2H-tetrazol-5-yl)methoxy)methyl)-N-(1-methyl-1H-tetrazol-5-yl)-6-(trifluoromethyl)nicotinamide C(C)N1N=C(N=N1)COCC1=C(C(=O)NC2=NN=NN2C)C=CC(=N1)C(F)(F)F